FC1(CC(C1)COC1=C(C=CC(=C1F)F)[C@H]1[C@H](O[C@@]([C@@H]1C)(C(F)(F)F)C)C(=O)NC1=CC(=NC=C1)C(=O)N)F 4-[[(2S,3S,4R,5S)-3-[2-[(3,3-Difluorocyclobutyl)methoxy]-3,4-difluoro-phenyl]-4,5-dimethyl-5-(trifluoromethyl)tetrahydrofuran-2-carbonyl]amino]pyridin-2-carboxamid